(2-ethoxy-4-nitro-5-(trifluoromethyl)phenyl)(4-ethylpiperazin-1-yl)methanone C(C)OC1=C(C=C(C(=C1)[N+](=O)[O-])C(F)(F)F)C(=O)N1CCN(CC1)CC